6-ethoxytryptamine-3-carboxamide C(C)OC=1C=C2N=CC(CCN)(C2=CC1)C(=O)N